5-[[5-(2,6-dioxo-3-piperidyl)-2-pyridinyl]amino]pentanoic acid O=C1NC(CCC1C=1C=CC(=NC1)NCCCCC(=O)O)=O